CC1=CC=C(C=C1)S(=O)(=O)ON=C1SC=CC1=C(C#N)C1=C(C=CC=C1)C 2-[2-(4-methylphenylsulfonyloxyimino)thiophen-3(2H)-ylidene]-2-(2-methylphenyl)acetonitrile